4-((2-(2,6-difluorophenyl)pyrazolo[1,5-a][1,3,5]triazin-4-yl)amino)-N-(tetrahydro-2H-pyran-4-yl)benzamide FC1=C(C(=CC=C1)F)C1=NC=2N(C(=N1)NC1=CC=C(C(=O)NC3CCOCC3)C=C1)N=CC2